C(C)S(=O)(=O)C=1C=CC(=C(C1)C=1C=C(C(N(C1)C)=O)OC)OCC#CCC 5-(5-ethylsulfonyl-2-pent-2-ynoxyphenyl)-3-methoxy-1-methylpyridin-2-one